CC1(OC2=C(C1)C=CC=C2OC2=NC(=CC1=C2C(N2C(CO1)CNCC2)=O)C2=C(C=CC=C2O)F)C ((2,2-dimethyl-2,3-dihydrobenzofuran-7-yl)oxy)-3-(2-fluoro-6-hydroxyphenyl)-6,6a,7,8,9,10-hexahydro-12H-pyrazino[2,1-c]pyrido[3,4-f][1,4]oxazepin-12-one